CC1(OB(OC1(C)C)C1=CC=CC=2C3=C(NC12)C1=CC=CC=C1C3)C 6-(4,4,5,5-tetramethyl-1,3,2-dioxaborolan-2-yl)-5,10-dihydroindeno[1,2-b]indole